3,4,5-trimethoxyphenyltrityl sulfide COC=1C=C(C=C(C1OC)OC)C1=C(C(C2=CC=CC=C2)(C2=CC=CC=C2)SC(C2=C(C=CC=C2)C2=CC(=C(C(=C2)OC)OC)OC)(C2=CC=CC=C2)C2=CC=CC=C2)C=CC=C1